COC1=CC=C(C=C1)N1C(=C2C(N(N=CC2=C1C)C=1C=NC=CC1)=O)C 6-(4-methoxyphenyl)-5,7-dimethyl-2-(pyridin-3-yl)-2,6-dihydro-1H-pyrrolo[3,4-d]pyridazin-1-one